C(C)(C)(C)C=1C=C(C=C(C1O)C(C)(C)C)CCC(=O)NN 3-(3,5-di-t-butyl-4-hydroxyphenyl)propionylhydrazine